1-(2-(benzyloxy)ethyl)piperidin-4-ol C(C1=CC=CC=C1)OCCN1CCC(CC1)O